ClC=1C(=NC=CC1)CN1N=C(N=C1)C(=O)O 1-[(3-chloro-2-pyridinyl)methyl]-1,2,4-triazole-3-carboxylic acid